COC1=C(C=CC=C1)N1CCC(CC1)OC[C@@H]1N(CCC[C@@H]1NS(=O)(=O)C)C(=O)OC methyl cis-2-(((1-(2-methoxyphenyl)piperidin-4-yl)oxy)methyl)-3-((methylsulfonyl)amino)piperidine-1-carboxylate